ClC1=CC(=C(N=N1)N[C@H]1CN(CCC1)C)CO (R)-(6-chloro-3-((1-methylpiperidin-3-yl)amino)pyridazin-4-yl)methanol